NC[C@@H](C(=O)OC(C)(C)C)N=C=O t-butyl (S)-3-amino-2-carbonylaminopropionate